NC=1C=CC(=C(C(=O)NC(C(F)(F)F)C2=CC=CC3=CC=CC=C23)C1)C 5-Amino-2-methyl-N-(2,2,2-trifluoro-1-(naphthalen-1-yl)ethyl)benzamide